bis(3-(2-allyl phenoxy)-2-hydroxypropyl) terephthalate C(C1=CC=C(C(=O)OCC(COC2=C(C=CC=C2)CC=C)O)C=C1)(=O)OCC(COC1=C(C=CC=C1)CC=C)O